Trifluoromethyltriiodgermanium FC(F)(F)[I+][GeH2][IH][GeH2]I